BrC1=CC(=NC=C1)C(CCCNS(=O)(=O)C1=CC=C(C=C1)OC)C N-(4-(4-bromopyridin-2-yl)pentyl)-4-methoxybenzenesulfonamide